BrC1=NC=C(C(=C1)N1C(C(=C(C=C1C)OC([2H])([2H])C1=NC=C(C=C1F)F)Cl)=O)C 2'-bromo-3-chloro-4-((3,5-difluoropyridin-2-yl)methoxy-d2)-5',6-dimethyl-2H-[1,4'-bipyridyl]-2-one